FC([C@@H](OC=1C=2N(C=CC1)N=CC2C#N)C2=NC=C(C=C2)F)(F)F 4-[(1S)-2,2,2-trifluoro-1-(5-fluoro-2-pyridyl)ethoxy]pyrazolo[1,5-a]pyridine-3-carbonitrile